6-(bromomethyl)-5-methyl-[1,2,5]oxadiazolo[3,4-b]pyridin-7-amine Hydrobromide Br.BrCC1=C(C=2C(N=C1C)=NON2)N